(R)-3-(2-(3-(4-methoxy-3-(1-methyl-1H-pyrazol-4-yl)phenyl)azetidin-1-yl)-2-oxoethyl)pyrrolidine-1-carbonitrile COC1=C(C=C(C=C1)C1CN(C1)C(C[C@@H]1CN(CC1)C#N)=O)C=1C=NN(C1)C